N-(2-carbamoyl-4-iodo-6-methyl-phenyl)-2-(3-chloro-2-pyridyl)-5-methoxy-pyrazole-3-carboxamide C(N)(=O)C1=C(C(=CC(=C1)I)C)NC(=O)C=1N(N=C(C1)OC)C1=NC=CC=C1Cl